C(CCC)C1=NN=C(S1)NS([O-])(=O)=O.[Na+] Sodium N-(5-butyl-1,3,4-thiadiazol-2-yl)sulfamate